ClC1=CC(=C(C=C1Cl)N1CCNCC1)C 1-(4,5-dichloro-2-methyl-phenyl)piperazine